N1C(=NC2=C1C=CC=C2)C2=NNC(=C2)NC(C2=CC(=CC=C2)N2CCN(CC2)C)=O N-(3-(1H-benzo[d]imidazol-2-yl)-1H-pyrazol-5-yl)-3-(4-methylpiperazin-1-yl)benzamide